(R)-1-(1-acryloylpiperidin-3-yl)-4-amino-N-(5-(thiophen-2-yl)benzo[d]oxazol-2-yl)-1H-pyrazolo[3,4-d]pyrimidine-3-carboxamide C(C=C)(=O)N1C[C@@H](CCC1)N1N=C(C=2C1=NC=NC2N)C(=O)NC=2OC1=C(N2)C=C(C=C1)C=1SC=CC1